tert-butyl 4-[2-chloro-6-[difluoro(phenyl)methyl]pyrimidin-4-yl]piperazine-1-carboxylate ClC1=NC(=CC(=N1)N1CCN(CC1)C(=O)OC(C)(C)C)C(C1=CC=CC=C1)(F)F